NC1=CC=C(C=C1)S(=O)(=O)NCCCCN(CC=CC(=O)O)C 4-[4-[(4-aminophenyl)sulfonylamino]butyl-methyl-amino]but-2-enoic acid